N1=C(C=CC=C1)C(C)OC=1C=CC(=NC1)C1=NC=CC=C1 5-(1-(pyridin-2-yl)ethoxy)-2,2'-bipyridine